5'-O-[bis(4-methoxyphenyl)(phenyl)methyl]-3'-deoxy-3'-fluoro-2'-O-[hydroxy(oxido)-λ5-phosphanyl]-N-(2-methylpropanoyl)guanosine COC1=CC=C(C=C1)C(OC[C@@H]1[C@H]([C@H]([C@@H](O1)N1C=NC=2C(=O)NC(NC(C(C)C)=O)=NC12)OP(=O)O)F)(C1=CC=CC=C1)C1=CC=C(C=C1)OC